ClC1=C(N=C(C=2C(N3[C@@H](COC21)CN(CC3)C(=O)OC(C)(C)C)=O)N3CCC(CC3)N(C)C)C3=C(C=CC=C3O)F tert-Butyl (6aR)-4-chloro-1-(4-(dimethylamino)piperidin-1-yl)-3-(2-fluoro-6-hydroxyphenyl)-12-oxo-6a,7,9,10-tetrahydro-12H-pyrazino[2,1-c]pyrido[3,4-f][1,4]oxazepine-8(6H)-carboxylate